5-(morpholinomethyl)thiophene-3-carboxylic acid O1CCN(CC1)CC1=CC(=CS1)C(=O)O